ClC=1C=CC(=C(C1)C1=CC(=C(N=N1)OCCCS(=O)(=O)C)NC1=CC(=NC=C1)N)F N4-[6-(5-chloro-2-fluorophenyl)-3-(3-methanesulfonylpropoxy)pyridazin-4-yl]pyridine-2,4-diamine